O[C@H]1CN(CC[C@H]1NC1=NC=C(C=C1)C(F)(F)F)S(=O)(=O)C1=CC=C(C=C1)C1=C(C(=NC=C1C)C#N)C 4-(4-(((3S,4R)-3-hydroxy-4-((5-(trifluoromethyl)pyridin-2-yl)amino)piperidin-1-yl)sulfonyl)phenyl)-3,5-dimethylpicolinonitrile